2-ethyl-4-fluoro-1-nitro-benzene C(C)C1=C(C=CC(=C1)F)[N+](=O)[O-]